methyl rel-(1S,2S)-2-(hydroxymethyl)cyclopropanecarboxylate OC[C@@H]1[C@H](C1)C(=O)OC |o1:2,3|